2-(difluoromethoxy)-3-fluoroaniline FC(OC1=C(N)C=CC=C1F)F